N(N)C(=O)[C@@H]1CC[C@H](CO1)NC(OC(C)(C)C)=O Tert-butyl [(3R,6S)-6-(hydrazinocarbonyl)tetrahydro-2H-pyran-3-yl]carbamate